6-(azetidin-1-yl)-N-(3-(N-(tert-butyl)sulfamoyl)phenyl)-2-(6-azaspiro[2.5]octan-6-yl)nicotinamide N1(CCC1)C1=NC(=C(C(=O)NC2=CC(=CC=C2)S(NC(C)(C)C)(=O)=O)C=C1)N1CCC2(CC2)CC1